C(C=C)[Si](OC(C)CC)(OC(C)CC)OC(C)CC 2-propenyl-tri(sec-butoxy)silane